[2-(4-formyl-4-hydroxy-cyclohexyl)indazol-5-yl]-6-(trifluoromethyl)pyridine-2-carboxamide C(=O)C1(CCC(CC1)N1N=C2C=CC(=CC2=C1)C=1C(=NC(=CC1)C(F)(F)F)C(=O)N)O